N-((2-(2,6-dioxopiperidin-3-yl)-1-oxoisoindolin-5-yl)methyl)-3-methyl-2-phenylquinoline-4-carboxamide O=C1NC(CCC1N1C(C2=CC=C(C=C2C1)CNC(=O)C1=C(C(=NC2=CC=CC=C12)C1=CC=CC=C1)C)=O)=O